N-((1r,4r)-4-(3-(5-chloro-4-(5,6-dihydro-4H-pyrrolo[1,2-b]pyrazol-3-yl)pyridine-2-yl)ureido)cyclohexyl)acetamide ClC=1C(=CC(=NC1)NC(NC1CCC(CC1)NC(C)=O)=O)C1=C2N(N=C1)CCC2